N-(4-(4-((5-methyl-1H-pyrazol-3-yl)amino)-7-(pyrrolidin-1-yl)quinazolin-2-yl)phenyl)acrylamide CC1=CC(=NN1)NC1=NC(=NC2=CC(=CC=C12)N1CCCC1)C1=CC=C(C=C1)NC(C=C)=O